(5-fluoro-2,7-diazaoct-2-yl)methane FC(CCN(C)C)CNC